CC1SOCC1 methyloxathiolan